4-(4-tert-butylaminopiperidin-1-yl)-quinoline Hydrochloride Salt Cl.C(C)(C)(C)NC1CCN(CC1)C1=CC=NC2=CC=CC=C12